COC1=CC=C(C(=O)NC2=CC=C(C=C2)N2CC3(C2)CCN(CC3)C3=CC(=CC=C3)[N+](=O)[O-])C=C1 4-methoxy-N-(4-(7-(3-nitrophenyl)-2,7-diazaspiro[3.5]nonan-2-yl)phenyl)benzamide